C(C)C1(C(=O)OC1C)CC α,α-diethyl-β-butyrolactone